2-ethylhexylphosphonic acid mono(2-ethylhexyl) ester C(C)C(COP(O)(=O)CC(CCCC)CC)CCCC